cis-apigenin O1C(=CC(=O)C=2C(O)=CC(O)=CC12)C1=CC=C(O)C=C1